tert-Butyl ((S)-1-(((5S,8S,10aR)-3-(2-fluoroacetyl)-8-(((R)-7-fluorochroman-4-yl)carbamoyl)-6-oxodecahydropyrrolo[1,2-a][1,5]diazocin-5-yl)amino)-1-oxopropan-2-yl)(methyl)carbamate FCC(=O)N1CC[C@@H]2N(C([C@H](C1)NC([C@H](C)N(C(OC(C)(C)C)=O)C)=O)=O)[C@@H](CC2)C(N[C@@H]2CCOC1=CC(=CC=C21)F)=O